3-iodo-2-[6-[(2-methoxyethyl)amino]-1,5-naphthyridin-4-yl]-1h,5h,6h,7h-pyrrolo[3,2-c]pyridin-4-one IC1=C(NC2=C1C(NCC2)=O)C2=CC=NC1=CC=C(N=C21)NCCOC